distyrylbenzidine C(=CC1=CC=CC=C1)NC1=CC=C(C2=CC=C(NC=CC3=CC=CC=C3)C=C2)C=C1